2-diethylamino-1,3-dimethyl-4-ethyl-1,4,5,6-tetrahydropyrimidinium C(C)N(C1[NH+](CCC(N1C)CC)C)CC